CC1(CN(C1)C(C([C@H](C[C@H]1C(NCCC1)=O)NC(OC(C)(C)C)=O)O)=O)C tert-butyl (2S)-4-(3,3-dimethylazetidin-1-yl)-3-hydroxy-4-oxo-1-((S)-2-oxopiperidin-3-yl)butan-2-ylcarbamate